NC1C2=CC=CC=C2CC12CCN(CC2)C=2C(=NC(=CN2)C=CC2=CN=CS2)CO (3-(1-amino-1,3-dihydrospiro[indene-2,4'-piperidin]-1'-yl)-6-(2-(thiazol-5-yl)vinyl)pyrazin-2-yl)methanol